(R)-3-(1-((2,2-difluoroethyl)amino)ethyl)pyridin-2-amine FC(CN[C@H](C)C=1C(=NC=CC1)N)F